Furan-2-yl(3-(5-(5-(trifluoromethyl)-1,2,4-oxadiazol-3-yl)pyridin-2-yl)-3,6-diazabicyclo[3.1.1]heptan-6-yl)methanone O1C(=CC=C1)C(=O)N1C2CN(CC1C2)C2=NC=C(C=C2)C2=NOC(=N2)C(F)(F)F